1-(4-Bromoethoxyphenyl)propanone BrCCOC1=CC=C(C=C1)CC(C)=O